COC1=CC=C(C=C1)S(=O)(=O)N1CC2=CC=CC=C2CC1C(=O)N[O-] 2-(4-Methoxybenzenesulfonyl)-1,2,3,4-tetrahydroisoquinoline-3-hydroxamate